2,4,6-trimethoxynitrobenzene COC1=C(C(=CC(=C1)OC)OC)[N+](=O)[O-]